CN(C1=NC=C(C=N1)CO[C@H]1CN2C(OC1)=NC(=C2)[N+](=O)[O-])C2=CC=C(C=C2)OC(F)(F)F (S)-N-methyl-5-(((2-nitro-6,7-dihydro-5H-imidazo[2,1-b][1,3]oxazin-6-yl)oxy)methyl)-N-(4-(trifluoromethoxy)phenyl)pyrimidin-2-amine